C(C)(C)(C)OC(=O)NCCC=1SC=C(N1)C(=O)O 2-(2-{[(tert-butoxy)carbonyl]amino}ethyl)-1,3-thiazole-4-carboxylic acid